2-Trimethylsilylethyl-3-iodopyrrolidine-1-carboxylate C[Si](CCOC(=O)N1CC(CC1)I)(C)C